C(C)(C)(C)OC(=O)N1CC(C1)N1C=CC=2N=NC(=CC21)C2=C(C=CC=C2)O 3-[3-(2-hydroxyphenyl)pyrrolo[3,2-c]pyridazin-5-yl]azetidine-1-carboxylic acid tert-butyl ester